(2R,3R,4R,5R,6S)-2-(acetoxymethyl)-6-cyano-4-(4-(3,5-difluoro-4-methylphenyl)-1H-1,2,3-triazol-1-yl)tetrahydro-2H-pyran-3,5-diyl diacetate C(C)(=O)O[C@H]1[C@H](O[C@H]([C@@H]([C@H]1N1N=NC(=C1)C1=CC(=C(C(=C1)F)C)F)OC(C)=O)C#N)COC(C)=O